NC=1N=C(C=C2C=C(N=CC12)NC(=O)[C@H]1[C@@H](C1)C#N)C=1C=C2C(C(NC2=CC1C)=O)=O trans-N-[8-amino-6-(6-methyl-2,3-dioxo-indol-5-yl)-2,7-naphthyridin-3-yl]-2-cyano-cyclopropanecarboxamide